1-(tert-butoxycarbonyl)-3-fluoro-5,5-dimethylpyrrolidine-3-carboxylic acid C(C)(C)(C)OC(=O)N1CC(CC1(C)C)(C(=O)O)F